methyl 2-((2S)-2-(((1,2-bis(3-chlorophenyl)ethoxy)carbonyl)amino)-3-cyclohexylpropanamido)-3-(5,5-dimethyl-2-oxopyrrolidin-3-yl)propanoate ClC=1C=C(C=CC1)C(CC1=CC(=CC=C1)Cl)OC(=O)N[C@H](C(=O)NC(C(=O)OC)CC1C(NC(C1)(C)C)=O)CC1CCCCC1